(S)-quinuclidin-3-yl ((R)-5-(2-chloro-4-ethoxyphenyl)-6-fluoro-2,2-dimethyl-2,3-dihydro-1H-inden-1-yl)carbamate ClC1=C(C=CC(=C1)OCC)C=1C=C2CC([C@H](C2=CC1F)NC(O[C@@H]1CN2CCC1CC2)=O)(C)C